2-(3-(4-decylphenyl)-1,2,4-oxadiazol-5-yl)ethan-1-amine 2,2,2-trifluoroacetate FC(C(=O)O)(F)F.C(CCCCCCCCC)C1=CC=C(C=C1)C1=NOC(=N1)CCN